N1=C(C=NC=C1)C(=O)N[C@@H](CC1=CC=CC=C1)C(=O)N[C@@H](CC(C)C)C(=O)O (pyrazine-2-carbonyl)-L-phenylalanyl-L-leucine